BrC=1C(NN=CC1O[C@H](CO[C@@H]1C(N(CC1)C1CCN(CC1)C1=NC=C(C=N1)C(F)(F)F)=O)C)=O 4-bromo-5-(((S)-1-(((S)-2-oxo-1-(1-(5-(trifluoromethyl)pyrimidin-2-yl)piperidin-4-yl)pyrrolidin-3-yl)oxy)propan-2-yl)oxy)pyridazin-3(2H)-one